5,6-dihydroxy-indole OC=1C=C2C=CNC2=CC1O